ethylhexyl 9-[[9-(1-ethylhexoxy)-9-oxo-nonyl]-(3-hydroxypropyl)amino]nonanoate C(C)C(CCCCC)OC(CCCCCCCCN(CCCCCCCCC(=O)OC(CCCCC)CC)CCCO)=O